2-chloro-N-((1R,2R,4S)-7-cyano-7-azabicyclo[2.2.1]heptan-2-yl)-4-(2-(cyanomethyl)-3-pyridinyl)benzamide ClC1=C(C(=O)N[C@H]2[C@H]3CC[C@@H](C2)N3C#N)C=CC(=C1)C=1C(=NC=CC1)CC#N